5'-Cyclopropyl-N4-{[1-(methoxymethyl)cyclobutyl]methyl}-N4-methyl-6'-(trifluoromethyl)[2,3'-bipyridin]-4,5,6-triamine C1(CC1)C=1C=C(C=NC1C(F)(F)F)C1=NC(=C(C(=C1)N(C)CC1(CCC1)COC)N)N